6-morpholinopyrido[4,3-d]pyrimidin-7(6H)-one O1CCN(CC1)N1C=C2C(N=CN=C2)=CC1=O